ClCC1=NC(=NO1)C1[C@H]2CN(C[C@@H]12)C1=NC=CC(=C1)Cl 5-(chloromethyl)-3-((1R,5S,6r)-3-(4-chloropyridin-2-yl)-3-azabicyclo[3.1.0]hexane-6-yl)-1,2,4-oxadiazole